CC(C[C@@H](C(=O)N[C@@H](C[C@H]1C(NCC1)=O)C(COC1=C(C(=CC(=C1F)F)F)F)=O)NC(C(C(F)(F)F)NC1=C(C=CC=C1)F)=O)C (2S)-4-methyl-N-((S)-3-oxo-1-((S)-2-oxopyrrolidin-3-yl)-4-(2,3,5,6-tetrafluorophenoxy)butan-2-yl)-2-(3,3,3-trifluoro-2-((2-fluorophenyl)-amino)propanamido)-pentanamide